tetracyclo[9.2.1.02,10.03,8]Tetradeca-3,5,7,12-tetraene C12C3C4=CC=CC=C4CC3C(C=C1)C2